FC=1C(=NC(=NC1)NC1=C(OC2(COC2)C#N)C=CC(=C1)N1CCN(CC1)C)C=1C=C2C(NC3(C2=CC1)CC3)=O 3-(2-((5-fluoro-4-(3'-oxospiro[cyclopropan-1,1'-isoindoline]-5'-yl)pyrimidin-2-yl)amino)-4-(4-methylpiperazin-1-yl)phenoxy)oxetane-3-carbonitrile